[C@@H]12COC[C@@H](CC1)C2NC=2N=NC(=C1C2C=NC=C1)C1=CC=C(C(=C1O)F)C 6-(4-(((1R,5S,8s)-3-oxabicyclo[3.2.1]octan-8-yl)amino)pyrido[3,4-d]pyridazin-1-yl)-2-fluoro-3-methylphenol